2-[[6-[(cyclobutylmethylamino)methyl]imidazo[1,2-a]pyridin-2-yl]methyl]-5-(methylamino)-2,7-naphthyridin-1-one C1(CCC1)CNCC=1C=CC=2N(C1)C=C(N2)CN2C(C1=CN=CC(=C1C=C2)NC)=O